NC(C(C)(C)N1C(C=CC=C1)COC=1C=CC2=C(C=C(O2)C)C1)=O N-(1-amino-2-methyl-1-oxopropan-2-yl)-2-methyl-5-(pyridin-2-ylmethoxy)benzofuran